C(=O)(O)C(CCCOCCCCC1CC1)(C)C 1-(4-((4-carboxy-4-methylpentyl)oxy)butyl)cyclopropane